FC(C(=O)O)(F)F.NC1=NC=NC2=CC(=CC(=C12)C1=CC=C(C=C1)N)C1CCN(CC1)C(C(C)C)=O 1-(4-(4-amino-5-(4-aminophenyl)quinazolin-7-yl)piperidin-1-yl)-2-methylpropan-1-one 2,2,2-trifluoroacetate